3-[5-(4-hydroxy-1-piperidyl)-3,4-dihydro-2H-quinolin-1-yl]piperidine-2,6-dione OC1CCN(CC1)C1=C2CCCN(C2=CC=C1)C1C(NC(CC1)=O)=O